4-(4-amino-7-bromo-2-{4-[(2-fluoroacrylamido)]phenyl}-1-methylpyrrolo[3,2-c]pyridin-3-yl)-2-methoxy-N-(2,2,2-trifluoroethyl)benzamide NC1=NC=C(C2=C1C(=C(N2C)C2=CC=C(C=C2)NC(C(=C)F)=O)C2=CC(=C(C(=O)NCC(F)(F)F)C=C2)OC)Br